6'-amino-5-(4-ethoxy-1-isopropylpiperidin-4-yl)-[2,3'-bipyridine]-5'-carboxylic acid NC1=C(C=C(C=N1)C1=NC=C(C=C1)C1(CCN(CC1)C(C)C)OCC)C(=O)O